3-aminopiperidine-2,6-dione 2HCl Cl.Cl.NC1C(NC(CC1)=O)=O